FC1=C(CN2N=C(N=C2)C(=O)N)C=CC(=C1)F 1-(2,4-difluorobenzyl)-1H-1,2,4-triazole-3-carboxamide